1-(2-((2-((3-chloro-2-fluorobenzyl)amino)-2-oxoethyl)(cyclopropyl)amino)-2-oxoethyl)-1H-indazole-3-carboxamide ClC=1C(=C(CNC(CN(C(CN2N=C(C3=CC=CC=C23)C(=O)N)=O)C2CC2)=O)C=CC1)F